NC1=C(C(=O)OC)C=C(C(=C1)NC1CCOCC1)OC Methyl 2-amino-5-methoxy-4-((tetrahydro-2H-pyran-4-yl)amino)benzoate